2-chloro-9-fluoro-4-((4-((1-methyl-4-((trifluoromethyl))-1H-imidazol-2-yl))benzyl))-5,6-dihydro-4H-pyrrolo[3,2,1-de]pteridine ClC=1N=C2N(CCN3C2=C(N1)C(=C3)F)CC3=CC=C(C=C3)C=3N(C=C(N3)C(F)(F)F)C